(1S,3aR,6aS)-N-((S*)-4-(cyclopropylamino)-3,4-dioxo-1-(2-oxopyrrolidin-1-yl)butan-2-yl)-2-(4-methoxy-1H-indole-2-carbonyl)octahydrocyclopenta[c]pyrrole-1-carboxamide C1(CC1)NC(C([C@H](CN1C(CCC1)=O)NC(=O)[C@H]1N(C[C@H]2[C@@H]1CCC2)C(=O)C=2NC1=CC=CC(=C1C2)OC)=O)=O |o1:6|